methyl 5-[5-(trifluoromethyl)-5-[3-(trifluoromethyl)phenyl]-4H-isoxazol-3-yl]isoquinoline-8-carboxylate FC(C1(CC(=NO1)C1=C2C=CN=CC2=C(C=C1)C(=O)OC)C1=CC(=CC=C1)C(F)(F)F)(F)F